1-(6-(4-isopropyl-4H-1,2,4-triazole-3-yl)pyridine-2-yl)-3-(5-(pyrazine-2-yl)pyridine-2-yl)urea C(C)(C)N1C(=NN=C1)C1=CC=CC(=N1)NC(=O)NC1=NC=C(C=C1)C1=NC=CN=C1